C(C)(C)(C)OC(=O)N1C[C@H](OCC1)CO (S)-2-hydroxymethylmorpholine-4-carboxylic acid tert-butyl ester